(4-methyl-2-thienyl)boronic acid CC=1C=C(SC1)B(O)O